S1C(=NC2=C1C=CC=C2)CN2CCN(CC2)C2=C(C(=O)OC)C=CC(=C2)CC(C)C methyl 2-(4-(benzo[d]thiazol-2-ylmethyl) piperazin-1-yl)-4-isobutylbenzoate